NC1=C(C=C(C=N1)C=1C=C(C(=O)O)C=CC1)OC(C)C1=C(C(=CC=C1F)F)Cl 3-{6-amino-5-[1-(2-chloro-3,6-difluoro-phenyl)-ethoxy]-pyridin-3-yl}-benzoic acid